5-[4-(Azetidin-3-ylmethoxy)-phenyl]-7-phenyl-3,7-dihydro-pyrrolo[2,3-d]pyrimidin-4-one-formate salt C(=O)O.N1CC(C1)COC1=CC=C(C=C1)C1=CN(C=2N=CNC(C21)=O)C2=CC=CC=C2